(S)-2-(methylamino)-5-phenylpentanoic acid CN[C@H](C(=O)O)CCCC1=CC=CC=C1